({2-[(1H-pyrrol-3-yl)sulfamoyl]phenyl}amino)acetic acid N1C=C(C=C1)NS(=O)(=O)C1=C(C=CC=C1)NCC(=O)O